ClC1=CC=CC(=N1)C(CNC(=O)C1=NOC(=C1)C1=CC=CC=C1)C=1C=NN(C1)C N-[2-(6-chloro-2-pyridyl)-2-(1-methylpyrazol-4-yl)ethyl]-5-phenyl-isoxazole-3-carboxamide